(R)-2-(2-((5-methoxy-1H-indol-3-yl)methyl)pyrrolidin-1-yl)-1-phenyl-2λ2-ethan-1-one COC=1C=C2C(=CNC2=CC1)C[C@@H]1N(CCC1)[C]C(=O)C1=CC=CC=C1